methyl 4-chloro-3-ethylpicolinate ClC1=C(C(=NC=C1)C(=O)OC)CC